N-[4-(3H-Benzo[e]indole-2-carbonyl)-phenyl]-methanesulfonamide C1=C(NC=2C=CC3=C(C12)C=CC=C3)C(=O)C3=CC=C(C=C3)NS(=O)(=O)C